4-cyano-4''-n-octyl-p-terphenyl C(#N)C1=CC=C(C=C1)C1=CC=C(C=C1)C1=CC=C(C=C1)CCCCCCCC